C(#N)C=1C=CC(=C2C=CC=NC12)N1CC2(CC2(C1)C(F)(F)F)C(=O)NC1CCN(CC1)C 3-(8-Cyanoquinolin-5-yl)-N-(1-methylpiperidin-4-yl)-5-(trifluoromethyl)-3-azabicyclo[3.1.0]hexane-1-carboxamide